aluminum-iron-calcium water O.[Ca].[Fe].[Al]